(2S)-2-amino-3-(5-bromo-1-methyl-1,2,4-triazol-3-yl)propanoic acid N[C@H](C(=O)O)CC1=NN(C(=N1)Br)C